tert-butyl ((R)-1-(7-((S*)-1-(((R)-tert-butylsulfinyl)amino)-2-methoxyethyl)imidazo[1,2-b]pyridazin-2-yl)-2-((1,1,1-trifluoro-2-methylpropan-2-yl)oxy)ethyl)carbamate C(C)(C)(C)[S@@](=O)N[C@H](COC)C1=CC=2N(N=C1)C=C(N2)[C@H](COC(C(F)(F)F)(C)C)NC(OC(C)(C)C)=O |o1:7|